C(CC(=O)C)(=O)SCCNC(CCNC([C@@H](C(COP(OP(OC[C@@H]1[C@H]([C@H]([C@@H](O1)N1C=NC=2C(N)=NC=NC12)O)OP(=O)(O)O)(=O)O)(=O)O)(C)C)O)=O)=O acetoacetyl-coA